N'-formyl-4-(methoxymethyl)-6-(thiazol-2-ylmethoxy)-9H-pyrido[3,4-b]indole-3-carbohydrazide C(=O)NNC(=O)C1=C(C2=C(NC3=CC=C(C=C23)OCC=2SC=CN2)C=N1)COC